5,7-dichloro-3-((3aR,3bR,4aS,5R,5aS)-2,2-dimethylhexahydrocyclopropa[3,4]cyclopenta[1,2-d][1,3]dioxol-5-yl)-6-fluoro-2-(triisopropylsilyl)-3H-imidazo[4,5-b]pyridine ClC1=C(C(=C2C(=N1)N(C(=N2)[Si](C(C)C)(C(C)C)C(C)C)[C@@H]2[C@@H]1[C@H]([C@@H]3[C@H]2OC(O3)(C)C)C1)Cl)F